8-bromo-2,3,4,5-tetrahydro-1H-benzo[b]azepine hydrochloride Cl.BrC=1C=CC2=C(NCCCC2)C1